3-difluoromethyl-1-(3-chloro-2-pyridyl)-1H-pyrazole-5-carboxylic acid FC(C1=NN(C(=C1)C(=O)O)C1=NC=CC=C1Cl)F